ethyl 3-cyclopropyl-3-oxopropanoate C1(CC1)C(CC(=O)OCC)=O